5-fluoro-N-(4-(1-(2-((3-hydroxy-3-methylbutyl)amino)-2-oxoacetyl)piperidin-4-yl)phenyl)isoindoline-2-carboxamide FC=1C=C2CN(CC2=CC1)C(=O)NC1=CC=C(C=C1)C1CCN(CC1)C(C(=O)NCCC(C)(C)O)=O